6-(3-(acetamidomethyl)-3-methylazetidin-1-yl)quinoline-4-carboxylic acid C(C)(=O)NCC1(CN(C1)C=1C=C2C(=CC=NC2=CC1)C(=O)O)C